ClC1=CC=C(C(=N1)C(=O)O)N[C@H](C)C1=C2N=C(C(=NC2=CC(=C1)C)C#N)N1C2CC(CC1CC2)C2=CC=NN2C 6-chloro-3-(((1R)-1-(2-cyano-7-methyl-3-(3-(1-methyl-1H-pyrazol-5-yl)-8-azabicyclo[3.2.1]octan-8-yl)quinoxalin-5-yl)ethyl)amino)picolinic acid